ethyl 3-[4-(3-bromo-2-methyl-phenoxy)phenyl]propanoate BrC=1C(=C(OC2=CC=C(C=C2)CCC(=O)OCC)C=CC1)C